Bis-(1,2,2,6,6-pentamethyl-4-piperidinyl) sebacate C(CCCCCCCCC(=O)OC1CC(N(C(C1)(C)C)C)(C)C)(=O)OC1CC(N(C(C1)(C)C)C)(C)C